CC1=CN=NN1C1=CC=C(C=C1)C1=CC=C(C=C1)C=1N=NNC1C(=O)O 4-(4'-(5-methyl-1H-1,2,3-triazol-1-yl)-[1,1'-biphenyl]-4-yl)-1H-1,2,3-triazole-5-carboxylic acid